3-(2'-(4,4,5,5-tetramethyl-1,3,2-dioxaborolan-2-yl)spiro[cyclohexane-1,9'-fluoren]-7'-yl)pyridine CC1(OB(OC1(C)C)C1=CC=2C3(C4=CC(=CC=C4C2C=C1)C=1C=NC=CC1)CCCCC3)C